2-[3-Acetyl-5-(2-methylpyrimidin-5-yl)indazolacetyl]-N-(6-bromo-3-methylpyridin-2-yl)-4-[(dimethylamino)methyl]-4-fluoropyrrolidine-2-carboxamide C(C)(=O)C1(N=NC2=CC=C(C=C12)C=1C=NC(=NC1)C)CC(=O)C1(NCC(C1)(F)CN(C)C)C(=O)NC1=NC(=CC=C1C)Br